O=C([C@H](CCC(=O)O)NC([C@H](C)NC(C(NC1=CC=NC=C1)=O)=O)=O)COC1=C(C(=CC(=C1F)F)F)F (S)-5-oxo-4-((S)-2-(2-oxo-2-(pyridin-4-ylamino)acetamido)propanamido)-6-(2,3,5,6-tetrafluorophenoxy)hexanoic acid